3-((3-Bromothiophen-2-yl)methylene)indolin-2-one BrC1=C(SC=C1)C=C1C(NC2=CC=CC=C12)=O